Phosphate-Inosine [C@@H]1([C@H](O)[C@H](O)[C@@H](CO)O1)N1C=NC=2C(O)=NC=NC12.P(=O)(O)(O)O